C1=CC=CC(C=C1)=O cycloheptatriene-5-one